ClC=1N=CC=2N(C1)N=CC2I 6-chloro-3-iodopyrazolo[1,5-a]pyrazine